CN(C)CC1(CC1)COC=1N=C(C2=C(N1)CN(C2)C(=O)C2=CC(=CC1=CC=CC(=C21)I)O)N2C[C@@H](OCCC2)CO (R)-(2-((1-((dimethylamino)methyl)cyclopropyl)methoxy)-4-(2-(hydroxymethyl)-1,4-oxazepan-4-yl)-5,7-dihydro-6H-pyrrolo[3,4-d]pyrimidin-6-yl)(3-hydroxy-8-iodonaphthalen-1-yl)methanone